tert-butyl (2-fluoro-4-(hydroxymethyl)benzyl)carbamate FC1=C(CNC(OC(C)(C)C)=O)C=CC(=C1)CO